1-(1-propenylpiperidin-4-yl)-6-bromo-7-chloro-3-(2-(dimethylamino)ethoxy)quinoxalin-2(1H)-one C(=CC)N1CCC(CC1)N1C(C(=NC2=CC(=C(C=C12)Cl)Br)OCCN(C)C)=O